C1(CCCC1)C1=NC(=CC(=C1)C1=NC(=NO1)C1=CC(=C(OC[C@H](CO)O)C(=C1)C)CC)OC (2S)-3-[4-[5-(2-cyclopentyl-6-methoxypyridin-4-yl)-1,2,4-oxadiazol-3-yl]-2-ethyl-6-methylphenoxy]propane-1,2-diol